N[C@H](C(=O)O)CS (R)-2-amino-3-sulfanyl-propanoic acid